1-phenyl-N-[[2-(1-piperidinyl)-4-pyridinyl]methyl]methanamine C1(=CC=CC=C1)CNCC1=CC(=NC=C1)N1CCCCC1